ClC1=C(OCC=2C(=C(C(=O)O)C=CC2)OC)C=CC(=C1)Cl ((2,4-dichlorophenoxy)methyl)-2-methoxybenzoic acid